O[C@H](C)C=1N(C=CN1)CC1=NOC(=C1)C1=CC=C(C=C1)C#CC1CCC(CC1)C=1C(=C(NC=CC1)CCC(=O)OC)CCC(=O)OC Dimethyl 3,3'-(((1r,4r)-4-((4-(3-((2-((S)-1-hydroxyethyl)-1H-imidazol-1-yl)methyl)isoxazol-5-yl)phenyl)ethynyl)cyclohexyl)azepinediyl)dipropionate